(1S,2S,5R)-8-tert-butyl 2-ethyl 3-((4-(4-chlorophenoxy) piperidin-1-yl) sulfonyl)-3,8-diazabicyclo[3.2.1]octane-2,8-dicarboxylate ClC1=CC=C(OC2CCN(CC2)S(=O)(=O)N2[C@@H]([C@@H]3CC[C@H](C2)N3C(=O)OC(C)(C)C)C(=O)OCC)C=C1